1,1,1-trichloroacetone ClC(C(=O)C)(Cl)Cl